OC1(COC1)C1=CC=C(C=C1)NC(=O)C1CCN(CC1)C1=CC=C(C=C1)C(F)(F)F N-(4-(3-hydroxyoxetan-3-yl)phenyl)-1-(4-(trifluoromethyl)phenyl)piperidine-4-carboxamide